O[C@@H]1C[C@@H]2[C@]3(CCCC[C@H]3CC[C@H]2[C@@H]2CC[C@H]([C@@H](CCC)C)[C@@]12C)C 12β-hydroxy-5β-cholane